NC1=NN2C(NC(=CC2=O)CCC)=N1 2-amino-5-propyl-4H-[1,2,4]triazolo[1,5-a]pyrimidin-7-one